(S)-2-(4-bromophenyl)-7,7-difluorooctahydropyrrolo[1,2-a]pyrazine BrC1=CC=C(C=C1)N1C[C@H]2N(CC1)CC(C2)(F)F